C(C)OC(C(F)(F)C1=CC=C(C=C1)CC(=O)OC(C)(C)C)=O.C(C)(C)N1C=CC2=NC(=CC(=C21)CN2CCCC2)C=2C=C1CN(C(C1=CC2)=O)C2C(NC(CC2)=O)=O 3-(5-(1-isopropyl-7-(pyrrolidin-1-ylmethyl)-1H-pyrrolo[3,2-b]pyridin-5-yl)-1-oxoisoindolin-2-yl)piperidine-2,6-dione Ethyl-2-(4-(2-(tert-butoxy)-2-oxoethyl)phenyl)-2,2-difluoroacetate